Cl.Cl.C1(CC1)CC(F)(F)C=1C=C2C(=NC1)C(CN2C(CN2[C@H](CN[C@@H](C2)C)CN2CCOCC2)=O)(C)C 1-[6-(2-Cyclopropyl-1,1-difluoroethyl)-3,3-dimethyl-1H,2H,3H-pyrrolo[3,2-b]pyridin-1-yl]-2-[(2R,5R)-5-methyl-2-(morpholin-4-ylmethyl)piperazin-1-yl]ethan-1-one dihydrochloride